BrC1=C(C=CC(=C1)[N+](=O)[O-])CN(C)C (2-bromo-4-nitrophenyl)-N,N-dimethylmethylamine